CC1=NC(=CC(=N1)N1C[C@H](CC1)NC(=O)[C@H]1N(CCC1)C(=O)OC(C)(C)C)NC=1SC(=CN1)C1=CC=NC=C1 tert-butyl (2S)-2-[[(3S)-1-[2-methyl-6-[[5-(4-pyridyl)thiazol-2-yl]amino]pyrimidin-4-yl]pyrrolidin-3-yl]carbamoyl]pyrrolidine-1-carboxylate